tert-Butyl (1R,4R,5S)-5-((3-(((R)-1-acetylpyrrolidin-2-yl)ethynyl)-7-bromo-8-fluoro-6-methyl-2-(methylthio)quinolin-4-yl)amino)-2-azabicyclo[2.1.1]hexane-2-carboxylate C(C)(=O)N1[C@H](CCC1)C#CC=1C(=NC2=C(C(=C(C=C2C1N[C@H]1[C@H]2CN([C@@H]1C2)C(=O)OC(C)(C)C)C)Br)F)SC